C(C)(C)(C)OC(\C=C\C=1C=NC=C(C1)F)=O (E)-3-(5-fluoro-3-pyridinyl)prop-2-enoic acid tert-butyl ester